Methyl ((S)-1-((1R,2S,5S)-2-(((S)-5,5-difluoro-1,1-dimethoxyhexan-2-yl)carbamoyl)-6,6-dimethyl-3-azabicyclo[3.1.0]hexan-3-yl)-3,3-dimethyl-1-oxobutan-2-yl)carbamate FC(CC[C@@H](C(OC)OC)NC(=O)[C@@H]1[C@H]2C([C@H]2CN1C([C@H](C(C)(C)C)NC(OC)=O)=O)(C)C)(C)F